rac-6-(4-(3-((6,6-dimethyl-3-oxo-4-(trifluoromethyl)-3,5,6,7-tetrahydro-2H-cyclopenta[c]pyridazin-7-yl)(methyl)amino)propanoyl)piperazin-1-yl)nicotinonitrile CC1(CC=2C(=NNC(C2C(F)(F)F)=O)[C@@H]1N(CCC(=O)N1CCN(CC1)C1=NC=C(C#N)C=C1)C)C |r|